C(C)(C)(C)C1=CC=C(C=C1)P(C1=CC=C(C=C1)C(C)(C)C)C1=CC=C(C=C1)C(C)(C)C tris(4-tert-butylphenyl)phosphine